5-(benzylthio)-2,2-difluoro-1,3-benzodioxole C(C1=CC=CC=C1)SC1=CC2=C(OC(O2)(F)F)C=C1